N-(9-((6aR,8R,9R,9aS)-9-hydroxy-2,2,4,4-tetraisopropyltetrahydro-6H-furo[3,2-f][1,3,5,2,4]trioxadisilocin-8-yl)-9H-purin-6-yl)benzamide O[C@H]1[C@@H](O[C@H]2[C@H]1O[Si](O[Si](OC2)(C(C)C)C(C)C)(C(C)C)C(C)C)N2C1=NC=NC(=C1N=C2)NC(C2=CC=CC=C2)=O